BrC=1C=C(C=CC1)C(C(CCCCC)(C)C)O (3-Bromophenyl)-2,2-dimethylheptan-1-ol